C(C)(C)(C)OC(=O)N1[C@@H](CN(CC1)C=1C=NC(=CC1OC)N)CO (S)-4-(6-amino-4-methoxy-pyridin-3-yl)-2-hydroxymethyl-piperazine-1-carboxylic acid tert-butyl ester